C(C)(C)(C)N1N=C(C=C1[C@@H]1C[C@@H](CC1)N1C(NC(C1)(C)C)=O)NC(OCC1=CC=CC=C1)=O benzyl (1-(tert-butyl)-5-(cis-3-(4,4-dimethyl-2-oxoimidazolidin-1-yl)cyclopentyl)-1H-pyrazol-3-yl)carbamate